NC1=NC=C(C2=C1C(=C(N2C)C2=CC=C(C=C2)NC(=O)C(=C)F)C=2C=C(C(=NC2)C(=O)NCC(F)(F)F)F)C#CCO 5-(4-amino-2-{4-[(2-fluoroacrylamino)]phenyl}-7-(3-hydroxyprop-1-ynyl)-1-methylpyrrolo[3,2-c]pyridin-3-yl)-3-fluoro-N-(2,2,2-trifluoroethyl)pyridine-2-carboxamide